4-(3-(4-iodophenoxy)propoxy)benzoic acid IC1=CC=C(OCCCOC2=CC=C(C(=O)O)C=C2)C=C1